Tert-butyl 5-[[3-fluoro-4-[[2-(2-thioxoimidazolidin-1-yl)acetyl]amino]phenyl]sulfonyl-[(4-methoxyphenyl)methyl]amino]thiazole-4-carboxylate FC=1C=C(C=CC1NC(CN1C(NCC1)=S)=O)S(=O)(=O)N(C1=C(N=CS1)C(=O)OC(C)(C)C)CC1=CC=C(C=C1)OC